FC1=CC(=CC2=CN(N=C12)C)NC(=O)N1CCC=2C1=NC=CC2N2CCN(C1(CC1)C2)C(=O)OC(C)(C)C tert-butyl 7-(1-((7-fluoro-2-methyl-2H-indazol-5-yl)carbamoyl)-2,3-dihydro-1H-pyrrolo[2,3-b]pyridin-4-yl)-4,7-diazaspiro[2.5]octane-4-carboxylate